(3S)-3-[4-[(2-chloro-5-iodophenyl)methyl]phenoxy]tetrahydrofuran ClC1=C(C=C(C=C1)I)CC1=CC=C(O[C@@H]2COCC2)C=C1